(biphenylyl)[di(phenyl)triazinyl-Phenyl]dibenzothiophene C1(=C(C=CC=C1)C1=C(C2=C(SC3=C2C=CC=C3)C=C1)C1=C(C(=C(C=C1)C1=CC=CC=C1)C1=CC=CC=C1)C1=NN=NC=C1)C1=CC=CC=C1